N[C@H](C(=O)N[C@H](C(=O)N[C@@]1(CN(CCC1)C(=O)[C@@H](CC(=O)OC(C)(C)C)CC(F)(F)F)CC1=CC=C(C=C1)Cl)COC)C tert-Butyl (S)-3-((R)-3-((S)-2-((S)-2-aminopropanamido)-3-methoxypropanamido)-3-(4-chlorobenzyl) piperidine-1-carbonyl)-5,5,5-trifluoropentanoate